2-bromo-N-[1-(1H-indol-3-ylmethyl)pentyl]Thiazole-5-carboxamide BrC=1SC(=CN1)C(=O)NC(CCCC)CC1=CNC2=CC=CC=C12